N1CC(C1)C#CC1=CC2=C(N=CN=C2C=2C(=NN(C2)C2CS(C2)(=O)=O)C2=CC=C(C=C2)F)O1 3-[4-{6-[(azetidin-3-yl)ethynyl]furo[2,3-d]pyrimidin-4-yl}-3-(4-fluorophenyl)-1H-pyrazol-1-yl]-1λ6-thietane-1,1-dione